1-bromo-4-(4-methoxyphenyl)-3-butene-2-one BrCC(C=CC1=CC=C(C=C1)OC)=O